Dimethyl-4-oxopyridine-3-carboxamide CC=1C(C(C(=NC1)C)C(=O)N)=O